perfluoroeicosane lithium [Li].FC(C(C(C(C(C(C(C(C(C(C(C(C(C(C(C(C(C(C(C(F)(F)F)(F)F)(F)F)(F)F)(F)F)(F)F)(F)F)(F)F)(F)F)(F)F)(F)F)(F)F)(F)F)(F)F)(F)F)(F)F)(F)F)(F)F)(F)F)(F)F